(2,2-difluoroethoxy)benzamide FC(COC1=C(C(=O)N)C=CC=C1)F